(2R,3S,4S,5R,6R)-2-((benzoyloxy)methyl)-6-(but-3-en-1-ylthio)tetrahydro-2H-pyran-3,4,5-triyl tribenzoate C(C1=CC=CC=C1)(=O)O[C@H]1[C@H](O[C@@H]([C@@H]([C@H]1OC(C1=CC=CC=C1)=O)OC(C1=CC=CC=C1)=O)SCCC=C)COC(C1=CC=CC=C1)=O